NNC(=N)C=1C=C(C=CC1)NC(C1=C(C=CC(=C1)Cl)OC1=C(C=C(C=C1)F)OC)=O N-(3-Aminocarbamimidoylphenyl)-5-chloro-2-(4-fluoro-2-methoxyphenoxy)benzamide